4,4'-bis(benzooxazol-2-yl)anti-stilbene O1C(=NC2=C1C=CC=C2)C2=CC=C(C=C2)C=CC2=CC=C(C=C2)C=2OC1=C(N2)C=CC=C1